N1C=NC2(C1)C(NC1=CC=CC=C12)=O oxindolespiroimidazoline